C[C@H](CC(=O)OCC)CCCOS(=O)(=O)C ethyl (S)-3-methyl-6-((methyl sulfonyl)oxy)hexanoate